3-(5-bromo-1-ethyl-2-[2-[(1S)-1-methoxyethyl]pyridin-3-yl]indol-3-yl)-2,2-dimethylpropan-1-ol BrC=1C=C2C(=C(N(C2=CC1)CC)C=1C(=NC=CC1)[C@H](C)OC)CC(CO)(C)C